CC1CN(CCN1)C1=CC=C(N=N1)C1=NC=C(C=C1O)NCC=1C=NC2=CC=CC=C2C1 2-[6-(3-methylpiperazin-1-yl)pyridazin-3-yl]-5-{[(quinolin-3-yl)methyl]amino}pyridin-3-ol